amino(octylamine) NNCCCCCCCC